sodium 3,4-dichlorobenzenesulfonate salt ClC=1C=C(C=CC1Cl)S(=O)(=O)[O-].[Na+]